3-(7-fluoro-1H-indazol-4-yl)-1-isopropyl-1H-pyrazolo[3,4-d]pyrimidine-4,6-diamine FC=1C=CC(=C2C=NNC12)C1=NN(C2=NC(=NC(=C21)N)N)C(C)C